C(C)N(C(C1=C(C=CC(=C1)F)C=1C=2N(C=C(C1)C1CN(C1)C(COC)C(C)C)C(=NC2)C)=O)C(C)C N-ethyl-5-fluoro-2-{6-[1-(1-methoxy-3-methylbutan-2-yl)azetidin-3-yl]-3-methylimidazo[1,5-a]pyridin-8-yl}-N-(isopropyl)benzamide